N1C=NC2=C1C=CC(=C2)N2C(CCC2C2=CC=C(C=C2)F)=O 1-(1H-Benzo[d]imidazol-5-yl)-5-(4-fluorophenyl)pyrrolidin-2-on